2-aminoethanol HCl salt Cl.NCCO